C1(CCCC1)OC(=O)N1[C@@H](CCC1)C1=NC(=NO1)CCCC1=CC=CC=C1 (S)-2-(3-(3-phenylpropyl)-1,2,4-oxadiazol-5-yl)pyrrolidine-1-carboxylic acid cyclopentyl ester